4-(3-Methoxyphenyl)-6-(piperidin-1-yl)pyrimidin-2-amine COC=1C=C(C=CC1)C1=NC(=NC(=C1)N1CCCCC1)N